NC1=CN=CC(=N1)C=1N=C(C=2N(C1)C=CN2)NC2=CC=C(C=C2)N2CCN(CC2)CC(CO)CO 2-((4-(4-((6-(6-aminopyrazin-2-yl)imidazo[1,2-a]pyrazin-8-yl)amino)phenyl)piperazin-1-yl)methyl)propane-1,3-diol